(2r,5s)-4-(5-(2-fluorophenyl)-7-(4-(trifluoromethyl)pyridin-2-yl)-7H-pyrrolo[2,3-d]pyrimidin-4-yl)-2,5-dimethylpiperazine-1-carboxylic acid tert-butyl ester C(C)(C)(C)OC(=O)N1[C@@H](CN([C@H](C1)C)C=1C2=C(N=CN1)N(C=C2C2=C(C=CC=C2)F)C2=NC=CC(=C2)C(F)(F)F)C